O1COC2=C1C=CC(=C2)C2=CC(=NC(=C2C#N)OCC)C2=CC=CC=C2 4-(benzo[d][1,3]dioxol-5-yl)-2-ethoxy-6-phenylnicotinonitrile